C(CC)SC(C1=CC(=C(OCC(=O)N2CCN(CC2)S(=O)(=O)C2=C(C=CC=C2)Cl)C=C1)OC)SCCC 2-(4-(bis(propylsulfanyl)methyl)-2-methoxyphenoxy)-1-(4-((2-chlorophenyl)sulfonyl)piperazin-1-yl)ethan-1-one